OC1=CC=C(CC2C(NC(N2)=O)=O)C=C1 5-p-hydroxybenzyl-2,4-imidazolidinedione